C1(CC1)S(=O)(=O)C=1C(=C2C(=NNC2=CC1)OC(F)F)C1=CC(=C(C=C1)S(=O)(=O)C)C 5-cyclopropyl-sulfonyl-3-(difluoromethoxy)-4-(3-methyl-4-methyl-sulfonyl-phenyl)-1H-indazole